BrC1=C(C2=C(CN3[C@@H](CO2)CN(CC3)C(=O)OC(C)(C)C)C=C1O)F tert-butyl (12aR)-9-bromo-10-fluoro-8-hydroxy-3,4,12,12a-tetrahydro-6H-pyrazino[2,1-c][1,4]benzoxazepine-2(1H)-carboxylate